N[C@H](C(=O)O)C=C (S)-2-amino-3-butenoic acid